C=CCCCC hexa-carbene